CN1N=NC2=C1C=CC(=C2C)[C@@H](CC(=O)OCC)C=2C=C1[C@H](CCC1=CC2)N2C[C@H](OC1=C(C2)C=CC=C1)CC |o1:11,21| rel-(S)-ethyl 3-(1,4-dimethyl-1H-benzo[d][1,2,3]triazol-5-yl)-3-(rel-(S)-3-((R)-2-ethyl-2,3-dihydrobenzo[f][1,4]oxazepin-4(5H)-yl)-2,3-dihydro-1H-inden-5-yl)propanoate